methyl 7-bromo-3-(2-(((1s,3s)-3-((4-((tert-butoxycarbonyl) (methyl) amino) butyl) amino) cyclopentyl) amino)-5-(trifluoromethyl) pyrimidin-4-yl)-1H-indole-6-carboxylate BrC=1C(=CC=C2C(=CNC12)C1=NC(=NC=C1C(F)(F)F)N[C@@H]1C[C@H](CC1)NCCCCN(C)C(=O)OC(C)(C)C)C(=O)OC